FC1(C[C@H](CC1)NC1=NC(=NC(=N1)NC1=CC(=CC(=C1)F)F)C1=NC(=CN=C1)C(F)(F)F)F (S)-N2-(3,3-difluorocyclopentyl)-N4-(3,5-difluorophenyl)-6-(6-(trifluoromethyl)pyrazin-2-yl)-1,3,5-triazine-2,4-diamine